C(CCCCCCCCCCC)C1(OC1C)C lauryl-dimethyl-oxirane